7-((1-(tert-butoxycarbonyl)pyrrolidin-3-yl)methyl)-3-formyl-5,6,7,8-tetrahydroimidazo[1,2-a]pyridine-7-carboxylic acid methyl ester COC(=O)C1(CC=2N(CC1)C(=CN2)C=O)CC2CN(CC2)C(=O)OC(C)(C)C